(cis)-Ethyl-1-benzyl-3a-fluoropyrrolo[3,4-b]pyrrole-5(1H)-carboxylate C(C)OC(=O)N1C=C2N(C=CC2(C1)F)CC1=CC=CC=C1